3-(2-amino-[1,2,4]triazolo[1,5-a]pyridin-7-yl)-6-chloro-N-(2,2-difluoro-3-(4-fluorophenyl)-3-hydroxypropyl-1,1-d2)-2-fluorobenzamide NC1=NN2C(C=C(C=C2)C=2C(=C(C(=O)NC(C(C(O)C3=CC=C(C=C3)F)(F)F)([2H])[2H])C(=CC2)Cl)F)=N1